3-(trifluoromethyl)cyclohexanone FC(C1CC(CCC1)=O)(F)F